ClC1=C(C(=O)N(C2CC2)CC2CC2)C=C(C=C1)C=1C=NN(C1)C1=C(C=C(C=C1Cl)C(C(F)(F)F)(C(F)(F)F)F)Cl 2-chloro-N-(cyclopropylmethyl)-N-cyclopropyl-5-(1-(2,6-dichloro-4-(perfluoropropan-2-yl)phenyl)-1H-pyrazol-4-yl)benzamide